N-(2-methoxyethyl)p-nitroaniline COCCNC1=CC=C(C=C1)[N+](=O)[O-]